COC(C(C(C(C)C)O)(C)C)=O 2,2,4-trimethyl-3-hydroxypentanoic acid methyl ester